4-(4-fluoro-5-methyl-1H-pyrazol-1-yl)-8-methoxy-2-methylquinoline FC=1C=NN(C1C)C1=CC(=NC2=C(C=CC=C12)OC)C